OC1=C(C=C(C=C1)[N+](=O)[O-])C(=O)C=1C=NC=2N(C1)N=C(C2)C2=CC=NC=C2 (2-hydroxy-5-nitrophenyl)(2-(pyridin-4-yl)pyrazolo[1,5-a]pyrimidin-6-yl)methanone